C1(CC1)OC=1C=C(C=CC1OC)[C@@H](CS(=O)(=O)C)N1C(C=2C(C1=O)=CSC2NC(C)=O)=O (S)-N-(5-(1-(3-cyclopropoxy-4-methoxyphenyl)-2-(methylsulfonyl)ethyl)-4,6-dioxo-5,6-dihydro-4H-thieno[3,4-c]pyrrol-1-yl)acetamide